6-chloro-3-(((R)-1-(2-cyano-7-methyl-3-((R)-tetrahydrofuran-3-yl)quinoxalin-5-yl)ethyl)amino)picolinic acid ClC1=CC=C(C(=N1)C(=O)O)N[C@H](C)C1=C2N=C(C(=NC2=CC(=C1)C)C#N)[C@@H]1COCC1